3-(2-((((1-((1-(3-aminopropyl)-1H-imidazol-4-yl)methyl)-1H-indol-6-yl)methyl)amino)methyl)-1H-indol-3-yl)-5-hydroxyisoindolin-1-one NCCCN1C=NC(=C1)CN1C=CC2=CC=C(C=C12)CNCC=1NC2=CC=CC=C2C1C1NC(C2=CC=C(C=C12)O)=O